The molecule is a hydroxyoctadecanoic acid in which the hydroxy substituent is located at position 13. It is a conjugate acid of a 13-hydroxyoctadecanoate. CCCCCC(CCCCCCCCCCCC(=O)O)O